6-{[(1R)-1-(4-chlorophenyl)-7-fluoro-1-[(2-hydroxycyclopentyl)oxy]-5-(2-hydroxypropan-2-yl)-3-oxo-2,3-dihydro-1H-isoindol-2-yl]methyl}pyridine-3-carbonitrile ClC1=CC=C(C=C1)[C@@]1(N(C(C2=CC(=CC(=C12)F)C(C)(C)O)=O)CC1=CC=C(C=N1)C#N)OC1C(CCC1)O